CN1CCC(CC1)OC=1C=C(C=CC1)NC(OC1=CC=CC=C1)=O phenyl N-[3-[(1-methyl-4-piperidyl)oxy] phenyl]carbamate